C(C)(C)(C)C1=CC=C(C=C1)C=1C=C(C=C2C=C(C=NC12)C(=O)N[C@@H](CO)C)OC (R)-8-(4-(tert-butyl)phenyl)-N-(1-hydroxypropan-2-yl)-6-methoxyquinoline-3-carboxamide